carbon D-erythrose O=C[C@H](O)[C@H](O)CO.[C]